C(C)(C)(C)C1=CC=C(C(=N1)OC1=C(C=C(C=C1C)C)C)C(=O)NS(=O)(=O)C1=CC(NC=C1)=O 6-tert-Butyl-N-[(2-oxo-1H-pyridin-4-yl)sulfonyl]-2-(2,4,6-trimethylphenoxy)pyridin-3-carboxamid